FC(C=1C=C2C(=NC=NC2=CC1)NC(C)C1=NC=NN1C1=CC=C(C=N1)C#N)(F)F 6-[5-[1-[[6-(trifluoromethyl)quinazolin-4-yl]amino]ethyl]-1,2,4-triazol-1-yl]pyridine-3-carbonitrile